7-amino-8-Bromo-6-chloro-3,4-dihydro-1H-isoquinoline-2-carboxylic acid tert-butyl ester C(C)(C)(C)OC(=O)N1CC2=C(C(=C(C=C2CC1)Cl)N)Br